tert-Butyl N-[3-(3-[3-[1-(2,6-dioxopiperidin-3-yl)-3-methyl-2-oxo-2,3-dihydro-1H-1,3-benzodiazol-5-yl]propoxy]propoxy)propyl]carbamate O=C1NC(CCC1N1C(N(C2=C1C=CC(=C2)CCCOCCCOCCCNC(OC(C)(C)C)=O)C)=O)=O